C(OCCCC)(OCCCC)=O din-butyl carbonate